7-[1-(1-Cyano-4-piperidyl)-5-methyl-triazol-4-yl]-5-[1-[6-(trifluoromethyl)pyrazin-2-yl]ethoxy]imidazo[1,2-a]pyridine-3-carbonitrile C(#N)N1CCC(CC1)N1N=NC(=C1C)C1=CC=2N(C(=C1)OC(C)C1=NC(=CN=C1)C(F)(F)F)C(=CN2)C#N